(6-methyl-5-((2-(methylsulfonylamino)ethyl)amino)pyridin-2-yl)carbamic acid tert-butyl ester C(C)(C)(C)OC(NC1=NC(=C(C=C1)NCCNS(=O)(=O)C)C)=O